C(CCCCCCCCCCCC=CCCCCCCCC)(=O)OCCCCCCCCCCCCCCCCCCCCCCCCCCC heptacosyl docos-13-enoate